C(C)OC(C1=CC=CC=C1)=O.C(C1=CC=CC=C1)(=O)OCC(C)C isobutyl benzoate ethyl-benzoate